C1(CCCCC1)OC(=O)C1CCCCC1 cyclohexylcyclohexanecarboxylate